N[C@H](C(=O)O)[C@H](O)C1=CC(=C(C=C1)O)O (2s,3r)-2-amino-3-(3,4-dihydroxyphenyl)-3-hydroxypropionic acid